N-({(1r,4r)-4-[6-(3-cyclopropyl-1-methyl-1H-pyrazol-4-yl)-2H-indazol-2-yl]cyclohexyl}methyl)-3,5-difluoro-4-hydroxybenzamide C1(CC1)C1=NN(C=C1C=1C=CC2=CN(N=C2C1)C1CCC(CC1)CNC(C1=CC(=C(C(=C1)F)O)F)=O)C